N[C@@H]1[C@H](CCCCC1)C1=C(C2=NC(=CC(=C2S1)NCC=1SC=CC1)Cl)C1=CC=CC=C1 2-((1S,2S)-2-aminocycloheptyl)-5-chloro-3-phenyl-N-(thiophen-2-ylmethyl)thieno[3,2-b]pyridin-7-amine